3-Methylbutyl 2-methylpropionate CC(C(=O)OCCC(C)C)C